tert-butyl (2-(4-((E)-1-(1H-indazol-5-yl)-2-(4-isopropylphenyl)but-1-en-1-yl) phenoxy)ethyl)((E)-4-(dimethylamino)-4-oxobut-2-en-1-yl)carbamate N1N=CC2=CC(=CC=C12)\C(=C(/CC)\C1=CC=C(C=C1)C(C)C)\C1=CC=C(OCCN(C(OC(C)(C)C)=O)C\C=C\C(=O)N(C)C)C=C1